bis(tert-butylamino)silane dilithium [Li].[Li].C(C)(C)(C)N[SiH2]NC(C)(C)C